C1(CC1)NS(=O)(=O)C=1C=CC(=C(C1)B(O)O)OC (5-(N-cyclopropylsulfamoyl)-2-methoxyphenyl)boronic acid